2-phenyl-1H-indene C1(=CC=CC=C1)C=1CC2=CC=CC=C2C1